{2-[ethyl-(prop-2-yl)carbamoyl]-4-fluorophenoxy}pyrimidin-1-ium-1-ol C(C)N(C(=O)C1=C(OC2=[N+](C=CC=N2)O)C=CC(=C1)F)C(C)C